C(C)OC(=O)C=1C=NN(C1)[C@H]1CN(CC1)C(=O)OC(C)(C)C (R)-1-(1-(tert-butoxycarbonyl)pyrrolidin-3-yl)-1H-pyrazole-4-carboxylic acid ethyl ester